CN(C=1C2=C(N=CN1)NC(=C2)C=2C=C(C=CC2)CO)CC2CCOCC2 (3-(4-(Methyl((tetrahydro-2H-pyran-4-yl)methyl)amino)-7H-pyrrolo[2,3-d]pyrimidin-6-yl)phenyl)methanol